NC1=C(C(=O)NC2CCN(CC2)C)C=C(C=C1OC)C=1C=CC2=C(C=3CN(C(C3C=C2)=O)CC(=C)C(N)=O)C1 2-amino-5-[2-(2-carbamoyl-2-methylideneethyl)-3-oxo-1H,2H,3H-benzo[e]isoindol-8-yl]-3-methoxy-N-(1-methylpiperidin-4-yl)benzamide